methylmenthol CC1(CC(C(CC1)C(C)C)O)C